propyl(2-fluoroethyl)carbamate C(CC)OC(NCCF)=O